N-nonylpentane-1,5-diamine C(CCCCCCCC)NCCCCCN